C(CCCCCCC)OC(CCCCCCCCCCCCCCCCC(=O)OCCCCOC(NCCOCCN(C)C)=O)=O 2-methyl-9-oxo-2,8-diaza-5,10-dioxatetradec-14-yl 18-(octyloxy)-18-oxooctadecanoate